(1s,4s)-N,N-dimethyl-4-((5-(quinoxalin-6-yl)-7H-pyrrolo[2,3-d]pyrimidin-2-yl)amino)cyclohexane-1-carboxamide CN(C(=O)C1CCC(CC1)NC=1N=CC2=C(N1)NC=C2C=2C=C1N=CC=NC1=CC2)C